C(C)SC1=CN=CC=N1 6-(ethylsulfanyl)pyrazine